Rac-4-(1-((cis)-2-((2-(2,4-dioxo-3-azabicyclo[3.1.1]heptan-1-yl)-1-oxoisoindolin-5-yl)oxy)cyclohexyl)azetidin-3-yl)-3-fluorobenzonitrile O=C1C2(CC(C(N1)=O)C2)N2C(C1=CC=C(C=C1C2)O[C@@H]2[C@@H](CCCC2)N2CC(C2)C2=C(C=C(C#N)C=C2)F)=O |r|